CC1(OB(OC1(C)C)C1=CC=C(C=C1)S(=O)(=O)C1CCC(CC1)C1=C(N=NC(=C1)C(F)(F)F)N)C (4-((4-(4,4,5,5-tetramethyl-1,3,2-dioxaborolan-2-yl)phenyl)sulfonyl)cyclohexyl)-6-(trifluoromethyl)pyridazin-3-amine